trinitrobenzoic acid, Thiocyanate [N+](=O)([O-])C1=C(C(=C(C(=O)SC#N)C=C1)[N+](=O)[O-])[N+](=O)[O-]